4-chlorodispiro[indene-1,1'-cyclohexane-3',2''-[1,3]dioxolane] ClC1=C2C=CC3(CC4(OCCO4)CCC3)C2=CC=C1